N-(3-((5-bromo-2-((3-methyl-1-(1-methylpiperidin-4-yl)-1H-pyrazol-4-yl)amino)pyrimidin-4-yl)amino)propyl)cyclobutanecarboxamide BrC=1C(=NC(=NC1)NC=1C(=NN(C1)C1CCN(CC1)C)C)NCCCNC(=O)C1CCC1